N-(4-chloro-3-{6-oxo-4-[6-(trifluoromethyl)pyridin-3-yl]-1,6-dihydropyrimidin-2-yl}benzyl)cyclopropanecarboxamide ClC1=C(C=C(CNC(=O)C2CC2)C=C1)C=1NC(C=C(N1)C=1C=NC(=CC1)C(F)(F)F)=O